2-[(1-benzylpiperidin-4-yl)methyl]-5,6-dimethoxy-2,3-dihydro-1H-inden-1-one C(C1=CC=CC=C1)N1CCC(CC1)CC1C(C2=CC(=C(C=C2C1)OC)OC)=O